7-[[5-(4-methylpiperazin-1-yl)-2-pyridyl]amino]-4-(5-methyl-1H-pyrrolo[2,3-b]pyridin-3-yl)isoindolin-1-one CN1CCN(CC1)C=1C=CC(=NC1)NC=1C=CC(=C2CNC(C12)=O)C1=CNC2=NC=C(C=C21)C